1-((tetrahydrofuran-2-yl)methyl)-1H-pyrazol-4-amine O1C(CCC1)CN1N=CC(=C1)N